8-(3-hydroxycyclobutyl)-6-(5-methyl-3,4-dihydro-2H-quinoxalin-1-yl)-2-[4-(4-methylpiperazin-1-yl)anilino]pyrido[2,3-d]pyrimidin-7-one OC1CC(C1)N1C(C(=CC2=C1N=C(N=C2)NC2=CC=C(C=C2)N2CCN(CC2)C)N2CCNC1=C(C=CC=C21)C)=O